ClC=1C=C(C=C(C1)Cl)C(CC)=O 1-(3,5-dichlorophenyl)propan-1-one